3-carboxyphthalic acid C(=O)(O)C1=C(C(C(=O)O)=CC=C1)C(=O)O